2-(2-chlorophenyl)-N-(3'-chloro-2-sulfamoylbiphenyl-4-yl)acetamide ClC1=C(C=CC=C1)CC(=O)NC1=CC(=C(C=C1)C1=CC(=CC=C1)Cl)S(N)(=O)=O